(±)-cis-N-[8-chloro-6-(5-fluoro-4-methyl-3-pyridyl)-3-isoquinolinyl]-2-fluoro-cyclopropanecarboxamide ClC=1C=C(C=C2C=C(N=CC12)NC(=O)[C@H]1[C@H](C1)F)C=1C=NC=C(C1C)F |r|